N1(C=NC=C1)C=1C=CC(=C(C1)O)C1=NC=C(N=C1)S[C@@H]1CNCC1 (S)-5-(1H-imidazol-1-yl)-2-(5-(pyrrolidin-3-ylthio)pyrazin-2-yl)phenol